tert-butyl (4-((4-(4-(2,6-dioxopiperidin-4-yl)-2-(trifluoromethyl)phenyl)piperazin-1-yl)methyl)piperidin-1-yl)carbamate O=C1NC(CC(C1)C1=CC(=C(C=C1)N1CCN(CC1)CC1CCN(CC1)NC(OC(C)(C)C)=O)C(F)(F)F)=O